4-(4-(benzyloxy)-3,3-difluorobutyl)-6-isopropylpyrimidin-5-amine C(C1=CC=CC=C1)OCC(CCC1=NC=NC(=C1N)C(C)C)(F)F